FC1=CC=C(C=N1)C1=C2C=C(C(=CC2=CC2=C1C(OC2)=O)OC)OC 9-(6-fluoropyridin-3-yl)-6,7-dimethoxynaphtho[2,3-c]furan-1(3H)-one